4-isothiazolecarboxylic acid trisodium salt [Na+].[Na+].[Na+].S1N=CC(=C1)C(=O)[O-].S1N=CC(=C1)C(=O)[O-].S1N=CC(=C1)C(=O)[O-]